[Cu].[Fe] iron copper salt